lead-tellurium-bismuth-tungsten [W].[Bi].[Te].[Pb]